(2S,4S)-4-fluoro-1-[2-[(3S)-3-[(8-chloro-6-quinolyl)amino]pyrrolidin-1-yl]acetyl]pyrrolidine-2-carbonitrile F[C@H]1C[C@H](N(C1)C(CN1C[C@H](CC1)NC=1C=C2C=CC=NC2=C(C1)Cl)=O)C#N